2-(2-pyridinyl)-4,5-imidazoledicarboxylic acid N1=C(C=CC=C1)C=1NC(=C(N1)C(=O)O)C(=O)O